N-(2-(4,4-dimethylpiperidin-1-yl)pyrimidin-4-yl)-3-(2-fluoro-4-methoxyphenyl)isoxazol-5-amine CC1(CCN(CC1)C1=NC=CC(=N1)NC1=CC(=NO1)C1=C(C=C(C=C1)OC)F)C